methyl (S)-5-((3-bromo-7-((1-((tert-butyldiphenylsilyl)oxy)hexan-3-yl)amino)-5-((methoxycarbonyl)-amino)-1H-pyrazolo[4,3-d]pyrimidin-1-yl)methyl)-6-methoxynicotinate BrC1=NN(C2=C1N=C(N=C2N[C@H](CCO[Si](C2=CC=CC=C2)(C2=CC=CC=C2)C(C)(C)C)CCC)NC(=O)OC)CC=2C(=NC=C(C(=O)OC)C2)OC